NC1=C(C=2C(=NC=C(C2S1)F)C=1C2=C(C=3C=NC(=NC3C1F)N1[C@H]([C@H](CC1)N1CCN(CC1)CCOC)C)COC2)C#N 2-Amino-7-fluoro-4-(5-fluoro-3-((2S,3S)-3-(4-(2-methoxyethyl)piperazin-1-yl)-2-methylpyrrolidin-1-yl)-7,9-dihydrofuro[3,4-f]quinazolin-6-yl)thieno[3,2-c]pyridine-3-carbonitrile